ClC1=C(C=CC(=C1C)[N+](=O)[O-])C1=CC(=NC=C1)NC(=O)C1CC1 N-(4-(2-chloro-3-methyl-4-nitrophenyl)pyridin-2-yl)cyclopropanecarboxamide